(S)-4-(((8-(4-(trifluoromethyl)phenyl)pyrido[3,4-b]pyrazin-5-yl)amino)methyl)pyrrolidin-2-one FC(C1=CC=C(C=C1)C1=CN=C(C2=NC=CN=C21)NC[C@@H]2CC(NC2)=O)(F)F